NC1=NC(=C(C=2N1N=C(N2)OCC2=NC=CC=C2F)C2=NN(C(C=C2)=O)C)C=2C=C(C#N)C=CC2 3-(5-amino-2-((3-fluoropyridin-2-yl)methoxy)-8-(1-methyl-6-oxo-1,6-dihydropyridazin-3-yl)-[1,2,4]triazolo[1,5-c]pyrimidin-7-yl)benzonitrile